FC1=CC=C(C=C1)C1=CC(=C(C=C1)NC(OC(C)(C)C)=O)NC(C1=CC=C(C=C1)S(=O)(=N)C1=NC(=CC=C1)C)=O tert-butyl N-[4-(4-fluorophenyl)-2-[[4-[(6-methyl-2-pyridyl)sulfonimidoyl]benzoyl]amino]phenyl]carbamate